methyl 3-methoxy-4-(phosphonooxy)benzoate COC=1C=C(C(=O)OC)C=CC1OP(=O)(O)O